N1-(2-(dimethylamino)ethyl)-5-methoxy-N1-methyl-N4-(4-(5'-methylspiro[cyclohexane-1,3'-pyrrolo[3,2-b]pyridin]-1'(2'H)-yl)-1,3,5-triazin-2-yl)-2-nitrobenzene-1,4-diamine CN(CCN(C1=C(C=C(C(=C1)OC)NC1=NC=NC(=N1)N1CC2(C3=NC(=CC=C31)C)CCCCC2)[N+](=O)[O-])C)C